Dihexyl sulfosuccinate sodium salt [Na+].S(=O)(=O)([O-])C(C(=O)OCCCCCC)CC(=O)OCCCCCC